[Co+2].FB(F)C(C(=NOC)C1=CC=CC=C1)=NOC.FB(F)C(C(=NOC)C1=CC=CC=C1)=NOC Bis[(difluoroboryl)dimethylphenyl-glyoxime] cobalt (II)